4-(benzo[d][1,3]dioxol-5-yl)-5-(6-ethylpyridin-2-yl)-1H-imidazol O1COC2=C1C=CC(=C2)C=2N=CNC2C2=NC(=CC=C2)CC